CN(CCN(C1=CC=C(C=C1)[N+](=O)[O-])C)C N1,N1,N2-Trimethyl-N2-(4-nitrophenyl)ethane-1,2-diamine